(R)-5-(2-((2,2-difluoropropyl)amino)-7H-pyrrolo[2,3-d]pyrimidin-5-yl)-N-(1,1,1-trifluoropropan-2-yl)pyrazolo[1,5-a]pyridine-3-carboxamide FC(CNC=1N=CC2=C(N1)NC=C2C2=CC=1N(C=C2)N=CC1C(=O)N[C@@H](C(F)(F)F)C)(C)F